FC1=C(C=CC(=C1)F)S(=O)(=O)C=1C=C2C=NN(C2=CC1C(=O)NCCN(C)C)CC(C)C 5-((2,4-difluorophenyl)sulfonyl)-N-(2-(dimethylamino)ethyl)-1-isobutyl-1H-indazole-6-carboxamide